(4-((18-(2-(3-((2,4-diamino-6-ethylpyrimidin-5-yl)oxy)propoxy)phenyl)-16-oxo-3,6,9,12-tetraoxa-15-azaoctadecyl)carbamoyl)-2-methoxyphenyl)-5-neopentylpyrrolidine-2-carboxamide NC1=NC(=C(C(=N1)N)OCCCOC1=C(C=CC=C1)CCC(NCCOCCOCCOCCOCCNC(=O)C1=CC(=C(C=C1)N1C(CCC1CC(C)(C)C)C(=O)N)OC)=O)CC